7-(4-(benzo[d]thiazole-2-yl)-2-methoxyphenoxy)-N-hydroxyheptanamide S1C(=NC2=C1C=CC=C2)C2=CC(=C(OCCCCCCC(=O)NO)C=C2)OC